tert-Butyl 3-(4-fluoro-3-methoxyphenyl)isoxazole-5-carboxylate tert-Butyl-propiolate C(C)(C)(C)C#CC(=O)O.FC1=C(C=C(C=C1)C1=NOC(=C1)C(=O)OC(C)(C)C)OC